2-(4-hydroxyphenyl)-2-(2',4'-dihydroxyphenyl)propane OC1=CC=C(C=C1)C(C)(C)C1=C(C=C(C=C1)O)O